(2R)-4-(4-(2-(2-(2-(2-((2-(2,6-dioxopiperidin-3-yl)-1,3-dioxoisoindolin-4-yl)amino)ethoxy)ethoxy)ethoxy)ethyl)piperazin-1-yl)-1-(phenylthio)butan O=C1NC(CCC1N1C(C2=CC=CC(=C2C1=O)NCCOCCOCCOCCN1CCN(CC1)CCCCSC1=CC=CC=C1)=O)=O